N1(CCC1)C1=NC(=C(C(=N1)OC1CCC1)Br)CCCCCCCCCCCCCC 2-(Azetidin-1-yl)-5-bromo-4-cyclobutanoxy-6-tetradecylpyrimidine